C12CC(CC(CCC1)N2)NC(=O)C=2C1=C(N3CCCC23)C=CC=C1 N-{9-azabicyclo[3.3.1]nonan-3-yl}-1H,2H,3H-benzo[b]pyrrolizine-9-carboxamide